P(O)(=O)(OP(=O)(O)OP(=O)(O)OP(=O)(O)O)OC[C@@H]1[C@H](C[C@@H](O1)N1C=NC=2C(=O)NC(N)=NC12)O deoxyguanosine-5'-tetraphosphate